5-tert-butylphenyl-carbinol C(C)(C)(C)C=1C=CC=C(C1)CO